OC(C(=O)OC)(CCCC)O methyl dihydroxycaproate